BrCCOC1OCCCC1 2-(bromoethoxy)tetrahydro-2H-pyran